3-(4,4-Difluoro-1-piperidyl)-2,2-dimethyl-propanoic acid FC1(CCN(CC1)CC(C(=O)O)(C)C)F